ClC1=CC=CC2=C1N(C[C@@H]1[C@@H](C(N2C)=O)N(C(C1)=O)C1=NC(=CC(=C1)C(F)(F)F)C)CC=O 2-((3aR,11aS)-6-chloro-10-methyl-1-(6-methyl-4-(trifluoromethyl)pyridin-2-yl)-2,11-dioxo-1,2,3,3a,4,10,11,11a-octahydro-5H-benzo[b]pyrrolo[2,3-f][1,4]diazocin-5-yl)acetaldehyde